(+)-(S)-ethyl 2-(2-((7-(2-((1,1-dimethylethylsulfinamido)methyl)-3-fluoropyridin-4-yl)benzofuran-5-yl)methoxy)-3-methoxyphenyl)acetate CC(C)([S@](=O)NCC1=NC=CC(=C1F)C1=CC(=CC=2C=COC21)COC2=C(C=CC=C2OC)CC(=O)OCC)C